FC=1C(=C(C=C(C1)C(F)(F)F)NS(=O)(=O)C=1C=C(C(=O)O)C=CC1OC)N1CCCCC1 3-(N-(3-fluoro-2-(piperidin-1-yl)-5-(trifluoromethyl)phenyl)sulfamoyl)-4-methoxybenzoic acid